FC1=CC=C(COC2=C(C=O)C=C(C=C2)OC)C=C1 2-((4-fluorobenzyl)oxy)-5-methoxybenzaldehyde